(R)-6-(2-(4-isobutylphenyl)propionyl)-2-(1-phenylcyclopropyl)-5,6,7,8-tetrahydropyrido[4,3-d]pyrimidin-4(3H)-one C(C(C)C)C1=CC=C(C=C1)[C@H](C(=O)N1CC2=C(N=C(NC2=O)C2(CC2)C2=CC=CC=C2)CC1)C